The molecule is an alpha-D-Manp-(1->6)-D-Manp-(1->4)-beta-D-GlcpNAc-(1->4)-D-GlcpNAc in which the dimannopyranosyl group is attached to the diacetylchitobiose moiety by beta-(1->4) glycosidic bond. It derives from a beta-D-Manp-(1->4)-beta-D-GlcpNAc-(1->4)-D-GlcpNAc. CC(=O)N[C@@H]1[C@H]([C@@H]([C@H](O[C@H]1O[C@@H]2[C@H](OC([C@@H]([C@H]2O)NC(=O)C)O)CO)CO)O[C@H]3[C@H]([C@H]([C@@H]([C@H](O3)CO[C@@H]4[C@H]([C@H]([C@@H]([C@H](O4)CO)O)O)O)O)O)O)O